(1R,2S)-1-(2-methoxy-5-methylphenyl)-2-(5-methoxypyridin-3-yl)-N-(2-methylquinoline-5-sulfonyl)cyclopropane-1-carboxamide COC1=C(C=C(C=C1)C)[C@@]1([C@@H](C1)C=1C=NC=C(C1)OC)C(=O)NS(=O)(=O)C=1C=2C=CC(=NC2C=CC1)C